manganese di-oxide [O-2].[O-2].[Mn+4]